NCC1=CC=C(C=C1)NC(=O)C1=CC2=C(OCCC3=C2SC=C3)C=C1C=1C(=NC(=CC1)C(NCC1CC1)=O)C(=O)O 3-(9-((4-(aminomethyl)phenyl)carbamoyl)-4,5-dihydrobenzo[b]thieno[2,3-d]oxepin-8-yl)-6-((cyclopropylmethyl)carbamoyl)picolinic acid